N1C(N2CCNCC3=C2C1=CC=C3)=O tetrahydro-imidazo[4,5,1-jk][1,4]-benzodiazepine-2(1H)-one